N-(2-Aminoethyl)piperazin NCCN1CCNCC1